C1(CCCCCC1)N1C=CN=C2C(NC(N=C12)(N)NC=1C=C2C=NNC2=CC1)=O 8-cycloheptyl-2-((1H-indazol-5-yl)amino)pterin